1-bromo-3,4-epithio-butane BrCCC1CS1